copper-lithium cobalt [Co].[Li].[Cu]